O1CCOC12C[C@@H](NCC2)C(=O)O (7R)-1,4-dioxa-8-azaspiro[4.5]decane-7-carboxylic acid